(R)-2-(4-(3-hydroxy-3-(2-methoxyquinolin-3-yl)propyl)-2,6-dimethylphenoxy)-2-methylpropanoic acid O[C@H](CCC1=CC(=C(OC(C(=O)O)(C)C)C(=C1)C)C)C=1C(=NC2=CC=CC=C2C1)OC